3-(2-methyl-2H-pyrazolo[3,4-b]pyridin-5-yl)-3-(5-(2-(5,6,7,8-tetrahydro-1,8-naphthyridin-2-yl)ethoxy)-1H-indazol-1-yl)propionic acid CN1N=C2N=CC(=CC2=C1)C(CC(=O)O)N1N=CC2=CC(=CC=C12)OCCC1=NC=2NCCCC2C=C1